1-[4-(benzylamino)-7-phenylpyrrolo[2,1-f][1,2,4]triazin-2-yl]-2-methyl-1H-indole-4-carboxamide C(C1=CC=CC=C1)NC1=NC(=NN2C1=CC=C2C2=CC=CC=C2)N2C(=CC=1C(=CC=CC21)C(=O)N)C